(3-{[2-(4-chlorophenyl)imidazo[1,2-a]pyridin-3-yl]methyl}-3,6-diazabicyclo[3.1.1]hept-6-yl)(3-ethoxyphenyl)methanone ClC1=CC=C(C=C1)C=1N=C2N(C=CC=C2)C1CN1CC2N(C(C1)C2)C(=O)C2=CC(=CC=C2)OCC